N-(1-(1H-indol-3-yl)hexane-2-yl)-6-(3-hydroxy-3-methylazetidin-1-yl)benzo[b]thiophene-2-carboxamide N1C=C(C2=CC=CC=C12)CC(CCCC)NC(=O)C1=CC2=C(S1)C=C(C=C2)N2CC(C2)(C)O